ClC1=C(OC2CC(C2)C(=O)NCC2=C(C(=C(C=C2)C(F)(F)F)C=2NC(C=C(N2)C(F)(F)F)=O)F)C=CC=C1 3-(2-chlorophenoxy)-N-{2-fluoro-3-[6-oxo-4-(trifluoromethyl)-1,6-dihydropyrimidin-2-yl]-4-(trifluoromethyl)benzyl}cyclobutane-1-carboxamide